ON=C(CC1=NSC(=N1)NC(=O)C1=C(OC(=C1)C1=CC(=CC=C1)C(F)(F)F)C)C N-(3-(2-(hydroxyimino)propyl)-1,2,4-thiadiazol-5-yl)-2-methyl-5-(3-(trifluoromethyl)phenyl)furan-3-carboxamide